7-bromo-1-naphthaldehyde BrC1=CC=C2C=CC=C(C2=C1)C=O